9-(4-chloro-2-fluoro-phenyl)-7-[(2R,4S)-2-[1-(cyclopropylmethyl)-6-keto-3-pyridyl]tetrahydropyran-4-yl]-2,3-dimethyl-pyrazino[1,2-a]pyrimidin-4-one ClC1=CC(=C(C=C1)C1=NC(=CN2C1=NC(=C(C2=O)C)C)[C@@H]2C[C@@H](OCC2)C2=CN(C(C=C2)=O)CC2CC2)F